3,6-diamino-N2,N2,N5,N5-Tetra(2-methoxyethyl)pyrazine-2,5-dicarboxamide NC=1C(=NC(=C(N1)C(=O)N(CCOC)CCOC)N)C(=O)N(CCOC)CCOC